NC1=C(C=C(C(=N1)N1C=C(C(C2=CC(=C(C(=C12)Cl)N1CC(C1)O)F)=O)C(=O)OC[C@H](O)[C@@H](O)[C@H](O)[C@H](O)CO)F)F D-glucitol 1-(6-amino-3,5-difluoro-2-pyridinyl)-8-chloro-6-fluoro-1,4-dihydro-7-(3-hydroxy-1-azetidinyl)-4-oxo-3-quinolinecarboxylate